6-chloro-1,7-naphthyridine ClC=1C=C2C=CC=NC2=CN1